1-(2-hydroxy-3-methyl-phenyl)-1-(3-methyl-4-hydroxyphenyl)undecaneN OC1=C(C=CC=C1C)C(=CCCCCCCCCC)C1=CC(=C(C=C1)O)C